(S)-2-{(S)-[(2R,3R,4R,5R)-5-(3,4-dihydro-2,4-dioxo-2H-pyrimidin-1-yl)-3-hydroxy-4-methyl-4-fluoro-tetrahydrofuran-2-ylmethoxy]-phenoxy-phosphorylamino}-propionic acid cyclobutyl ester C1(CCC1)OC([C@H](C)N=P(=O)OC1=C(C=CC=C1)OC[C@H]1O[C@H]([C@@]([C@@H]1O)(F)C)N1C(NC(C=C1)=O)=O)=O